N-[2-(trimethoxysilanyl)ethyl]-N,N',N'-trimethylethane-1,2-diamine CO[Si](CCN(CCN(C)C)C)(OC)OC